CC(CC(C)(C)C)([O-])C 1,1,3,3-tetramethylbutanolate